C([C@H]([C@@H](C(=O)O)O)O)OP(=O)(O)O The molecule is a 4-phosphothreonic acid derived from D-threonic acid. It derives from a D-threonic acid. It is a conjugate acid of a 4-O-phosphonato-D-threonate(3-). It is an enantiomer of a 4-phospho-L-threonic acid.